3-methyl-5-pyrrolinone CC1C(N=CC1)=O